Benzyl (2R,3R)-6-bromo-3-hydroxy-2-(hydroxymethyl)indoline-1-carboxylate BrC1=CC=C2[C@H]([C@H](N(C2=C1)C(=O)OCC1=CC=CC=C1)CO)O